C[Si](C1=C(C=CC=C1)C#N)(C1=CC=CC=C1)C1=CC=CC=C1 Methyldiphenyl-(o-cyanophenyl)silane